N-{(3S,4R)-4-fluoro-4-methyl-1-[(5R)-5-(2',3,5,6'-tetrafluoro[1,1'-biphenyl]-2-yl)-4,5-dihydro-1,2-oxazol-3-yl]pyrrolidin-3-yl}methanesulfonamide F[C@]1([C@H](CN(C1)C1=NO[C@H](C1)C1=C(C=C(C=C1F)F)C1=C(C=CC=C1F)F)NS(=O)(=O)C)C